N-(4-{1-[2-(2-methyl-1,3-thiazol-4-yl)acetyl]piperidin-4-yl}butyl)-1H-pyrrolo[3,2-c]pyridine-2-carboxamide CC=1SC=C(N1)CC(=O)N1CCC(CC1)CCCCNC(=O)C1=CC=2C=NC=CC2N1